1'-[(3-methylphenyl)methanesulfonyl]-1',2'-dihydrospiro[cyclopentane-1,3'-indole] CC=1C=C(C=CC1)CS(=O)(=O)N1CC2(C3=CC=CC=C13)CCCC2